(4-((3R,4R)-1-(tert-butoxycarbonyl)-3-fluoropiperidin-4-yl)phenyl)boronic acid C(C)(C)(C)OC(=O)N1C[C@@H]([C@H](CC1)C1=CC=C(C=C1)B(O)O)F